CC1(OB(OC1(C)C)C1=CC=C2COCCCN21)C 7-(4,4,5,5-tetramethyl-1,3,2-dioxaborolan-2-yl)-4,5-dihydro-1H,3H-pyrrolo[2,1-c][1,4]oxazepine